3-carboxyl-1-(4-sulfophenyl)-5-pyrazolone sodium salt [Na+].C(=O)([O-])C1=NN(C(C1)=O)C1=CC=C(C=C1)S(=O)(=O)[O-].[Na+]